NC1=CC=C(C=C1)S(=O)(=O)NC(=O)C=1C(=NC(=CC1)C(C)(C)C)N1CCC(CC1)C N-(4-Aminophenyl)sulfonyl-6-tert-butyl-2-(4-methyl-1-piperidyl)pyridin-3-carboxamid